N1C(=NC2=C1C=CC=C2)C=2C=C(C=CC2Cl)C2=C(C(=O)N)C=CC(=C2)S(=O)(=O)C2=C(C=C(C=C2)F)F [3-(1H-benzimidazol-2-yl)-4-chlorophenyl]-4-(2,4-difluorophenyl)sulfonylbenzamide